5-(7-Chloro-8-fluoro-2-(((2R,7aS)-2-fluorotetrahydro-1H-pyrrolizin-7a(5H)-yl)methoxy-d2)pyrido[4,3-d]pyrimidin-4-yl)-2-oxa-5-azabicyclo[4.1.0]heptane ClC1=C(C=2N=C(N=C(C2C=N1)N1CCOC2CC12)OC([2H])([2H])[C@]12CCCN2C[C@@H](C1)F)F